1-[[2-(difluoromethoxy)pyridin-4-yl]methyl]-3-[2-(hydroxymethyl)spiro[3.3]heptan-2-yl]urea FC(OC1=NC=CC(=C1)CNC(=O)NC1(CC2(C1)CCC2)CO)F